N-(4-(4-chloro-3-fluorophenyl)thiazol-2-yl)-5-((2-hydroxy-3-methoxybenzyl)amino)-3-methylpyridine-2-sulfonamide ClC1=C(C=C(C=C1)C=1N=C(SC1)NS(=O)(=O)C1=NC=C(C=C1C)NCC1=C(C(=CC=C1)OC)O)F